COCCN1CC(CC1)OC=1N=CC(=NC1C)N1C=CC2=CC=CC(=C12)C#N 5-[[1-(2-methoxyethyl)pyrrolidin-3-yl]oxy]-6-methylpyrazin-2-yl-1H-indole-7-carbonitrile